1,3,5-triisopropoxy-2,4,6-trinitrobenzene C(C)(C)OC1=C(C(=C(C(=C1[N+](=O)[O-])OC(C)C)[N+](=O)[O-])OC(C)C)[N+](=O)[O-]